C(C)(C)(C)N1N=C(C=C1NC(=O)C1=CC(=NN1C)COC(F)F)[C@H]1C[C@H](CO1)N(C([O-])=O)C1(CC1)C (3R,5R)-5-(1-(tert-butyl)-5-(3-((difluoromethoxy)methyl)-1-methyl-1H-pyrazole-5-carboxamido)-1H-pyrazol-3-yl)tetrahydrofuran-3-yl(1-methylcyclopropyl)carbamate